6-Bromo-8-chloro-4-(neopentylamino)cinnoline-3-carbonitrile BrC=1C=C2C(=C(N=NC2=C(C1)Cl)C#N)NCC(C)(C)C